C[C@H]1CC[C@H](N1)[C@H](C=1C=C(C=CC1)O)O m-{(S)-[(2S,5S)-5-methyl-2-pyrrolidinyl]hydroxymethyl}phenol